Diphytanyl Ether C(CC(C)CCCC(C)CCCC(C)CCCC(C)C)OCCC(C)CCCC(C)CCCC(C)CCCC(C)C